(4-(4-(2-hydroxypropan-2-yl)phenyl)pyridin-2-yl)carbamate OC(C)(C)C1=CC=C(C=C1)C1=CC(=NC=C1)NC([O-])=O